3-(2-(methylthio)ethyl)-5-phenyl-1,3-dihydro-2H-benzo[e][1,4]diazepiN-2-one CSCCC1N=C(C2=C(NC1=O)C=CC=C2)C2=CC=CC=C2